F\C(=C/CN)\CS(=O)(=O)C=1C=CC=C2C=C(C=NC12)F (Z)-3-Fluoro-4-((3-fluorochinolin-8-yl)sulfonyl)but-2-en-1-amin